(E)-2-(3-bromo-2,4-bis(methoxymethoxy)phenylvinyl)-5-methyl-6-nitrobenzo[d]thiazole BrC=1C(=C(C=CC1OCOC)/C=C/C=1SC2=C(N1)C=C(C(=C2)[N+](=O)[O-])C)OCOC